ClC=1C(=C2N=C(N=C3C2=C([C@H](C[C@@H]2[C@@H]4CC[C@H](CN32)N4C(=O)OC(C)(C)C)CC)N1)SCC)F tert-butyl (4S,5aR,6S,9R)-2-chloro-4-ethyl-12-(ethylthio)-1-fluoro-4,5,5a,6,7,8,9,10-octahydro-3,10a,11,13,14-pentaaza-6,9-methanonaphtho[1,8-ab]heptalene-14-carboxylate